C(C)(C)(C)OC(=O)N1[C@@H](CN([C@H](C1)C)C=1C2=C(N=CN1)N(C=C2C(F)F)C2=NC=CC(=C2)C#N)C (2r,5s)-4-(7-(4-cyanopyridin-2-yl)-5-(difluoromethyl)-7H-pyrrolo[2,3-d]pyrimidin-4-yl)-2,5-dimethylpiperazine-1-carboxylic acid tert-butyl ester